N[C@@H](CCCCN)C(=O)O.[C] carbon lysine